tert-Butyl ((3S,4R)-4-(2,6-difluoro-4-methoxyphenyl)-1-(4-morpholino-3-(trifluoromethyl)pyridin-2-yl)-2-oxopyrrolidin-3-yl)carbamate FC1=C(C(=CC(=C1)OC)F)[C@H]1[C@@H](C(N(C1)C1=NC=CC(=C1C(F)(F)F)N1CCOCC1)=O)NC(OC(C)(C)C)=O